C(C)OC(=O)C=1OC2=C(C1C)C=C(C=C2)S(NCCC2CCOCC2)(=O)=O 3-methyl-5-(N-(2-(tetrahydro-2H-pyran-4-yl)ethyl)sulfamoyl)benzofuran-2-carboxylic acid ethyl ester